Cl.C1(CC1)COCCNC(=O)N1C(CN(CC1C1=CC=C(C=C1)F)C)(C)C N-[2-(Cyclopropylmethoxy)ethyl]-6-(4-fluorophenyl)-2,2,4-trimethylpiperazine-1-carboxamide hydrochloride